8-bromo-2-isobutoxy-3,6-dimethylquinazolin-4(3H)-one BrC=1C=C(C=C2C(N(C(=NC12)OCC(C)C)C)=O)C